BrC=1C=C(C=C2C(N(C(=NC12)Cl)C1CC(OCC1)(C)C)=O)C 8-bromo-2-chloro-3-(2,2-dimethyloxan-4-yl)-6-methylquinazolin-4-one